tert-butyl ((3S,4R)-1-(2-(1-ethyl-1H-indol-2-yl)-7-methoxy-1-methyl-1H-benzo[d]imidazole-5-carbonyl)-4-hydroxypiperidin-3-yl)carbamate C(C)N1C(=CC2=CC=CC=C12)C1=NC2=C(N1C)C(=CC(=C2)C(=O)N2C[C@@H]([C@@H](CC2)O)NC(OC(C)(C)C)=O)OC